CC(=C)CC(C)(C)C 2,4,4-trimethyl-pentene